2-Propenoic acid, 3,3,4,4,5,5,6,6,7,7,9,9,10,10,11,11,12,12,12-nonadecafluorododecyl ester C(C=C)(=O)OCCC(C(C(C(C(CC(C(C(C(F)(F)F)(F)F)(F)F)(F)F)(F)F)(F)F)(F)F)(F)F)(F)F